3-(trans-4-(2-((R)-4-(benzo[d]isothiazol-3-yl)-3-cyclopropylpiperazin-1-yl)ethyl)cyclohexyl)-1,1-dimethylurea S1N=C(C2=C1C=CC=C2)N2[C@@H](CN(CC2)CC[C@@H]2CC[C@H](CC2)NC(N(C)C)=O)C2CC2